C1(CCCCC1)NC1=CC=C(C=N1)C1=CC(=C(C(=C1)O)N1CC(NS1(=O)=O)=O)F 5-(4-(6-(Cyclohexylamino)pyridin-3-yl)-2-fluoro-6-hydroxyphenyl)-1,2,5-thiadiazolidin-3-one-1,1-dioxide